COC(CC(C(=O)C1=C(C(=C(C=C1)OC)Br)F)C)=O 4-(3-bromo-2-fluoro-4-methoxyphenyl)-3-methyl-4-oxobutanoic acid methyl ester